3-Cyclopropyl-7-(4-(dimethylcarbamoyl)phenyl)-N-(4-(methylcarbamoyl)benzyl)imidazo[1,5-a]pyridine-1-carboxamide C1(CC1)C1=NC(=C2N1C=CC(=C2)C2=CC=C(C=C2)C(N(C)C)=O)C(=O)NCC2=CC=C(C=C2)C(NC)=O